C(C)(=O)N1[C@H](C[C@H](C2=CC=CC=C12)NC1=CC=C(C=C1)Cl)C (2S,4R)-1-ACETYL-4-(4-CHLOROANILINO)-2-METHYL-3,4-DIHYDRO-2H-QUINOLIN